5-(difluoromethoxy)-2-hydroxymethyl-pyridine FC(OC=1C=CC(=NC1)CO)F